C(C)(C)(C)C1=CC=C(OCC(CC)O)C=C1 1-(4-tert-butylphenoxy)-2-butanol